(S)-leucine methyl ester COC([C@@H](N)CC(C)C)=O